[Br-].C(C=C)(=O)OCCCN1C=[N+](C=C1)C 1-(3-(acryloyloxy)propyl)-3-methylimidazolium bromide